tert-Butyl 4-(azidomethyl)piperidine-1-carboxylate N(=[N+]=[N-])CC1CCN(CC1)C(=O)OC(C)(C)C